3-(dimethylcarbamoyl)bicyclo[1.1.1]pentan-1-yl carbonochloridate C(OC12CC(C1)(C2)C(N(C)C)=O)(=O)Cl